3-chlorobenzyl (2-((6-cyclopropylimidazo[1,2-a]pyridin-2-yl)methyl)-2H-pyrazolo[4,3-c]pyridin-4-yl)carbamate C1(CC1)C=1C=CC=2N(C1)C=C(N2)CN2N=C1C(C(=NC=C1)NC(OCC1=CC(=CC=C1)Cl)=O)=C2